C(C)OC(=O)C=1C2=C(NN1)COC(C2)C2=CC=CC=C2 5-phenyl-1,4,5,7-tetrahydropyrano[3,4-c]pyrazole-3-carboxylic acid ethyl ester